CC(CC[C@@H](C(=O)O)NCC=1C=CC=C2C=C(N=CC12)C)(C)C (2S)-5,5-dimethyl-2-{[(3-methylisoquinolin-8-yl)methyl]amino}hexanoic acid